OC1=CC=C(\C=C/2\C(C3=CC(=CC=C3C2)O)=O)C=C1 (E)-2-(4-hydroxybenzylidene)-6-hydroxy-2,3-dihydro-1H-inden-1-one